CC1=C(C=CC=C1C)N1CCN(CC1)C(CN1N=C(C2=C1CCC2)C(=O)N2C1CC(CC2CC1)O)=O 1-[4-(2,3-Dimethylphenyl)piperazin-1-yl]-2-[3-(3-hydroxy-8-azabicyclo[3.2.1]octan-8-carbonyl)-5,6-dihydrocyclopenta[c]pyrazol-1(4H)-yl]ethan-1-on